2,6-di((E)-2-(pyridine-4-yl)vinyl)anthracene-9,10-dione N1=CC=C(C=C1)/C=C/C1=CC=2C(C3=CC=C(C=C3C(C2C=C1)=O)\C=C\C1=CC=NC=C1)=O